6-chloro-N-(3-hydroxyphenyl)-N-(1-methylpiperidin-4-yl)benzo[b]thiophene-2-carboxamide ClC=1C=CC2=C(SC(=C2)C(=O)N(C2CCN(CC2)C)C2=CC(=CC=C2)O)C1